P(=O)(OC(C(Cl)Cl)(C)Cl)([O-])[O-] tri-chloro-isopropyl phosphate